(6aR,9R)-N-(1-hydroxybutan-2-yl)-7-methyl-6,6a,8,9-tetrahydro-4H-indolo[4,3-fg]quinoline-9-carboxamide OCC(CC)NC(=O)[C@H]1CN([C@@H]2CC=3C4=C(C2=C1)C=CC=C4NC3)C